FC1=C(C(=CC=C1)F)C1=CC(=C(N=N1)C(=O)OC)NC1=NC=C(C=C1)S(=O)(=O)C Methyl 6-(2,6-difluorophenyl)-4-((5-(methylsulfonyl)pyridin-2-yl)amino)pyridazine-3-carboxylate